2-amino-N-(2,6-dioxopiperidin-3-yl)-5-(trifluoromethoxy)benzamide NC1=C(C(=O)NC2C(NC(CC2)=O)=O)C=C(C=C1)OC(F)(F)F